NCCOC1CCC(CC1)OCCCC(=O)NC1CCC(CC1)C(=O)OC methyl (1R,4r)-4-(4-(((1r,4R)-4-(2-aminoethoxy)cyclohexyl)oxy)butanamido)cyclohexane-1-carboxylate